ethyl 4-bromothiazole-5-carboxylate BrC=1N=CSC1C(=O)OCC